[1,2,4]triazolo[4,3-a]pyridine-3-carboxamide N=1N=C(N2C1C=CC=C2)C(=O)N